[Fe].[Cu].[Co].[Ni].[Ru] ruthenium-nickel-cobalt-copper-iron